N1,N1-Bis(2-hydroxydodecyl)hexan-1,6-diamine OC(CN(CCCCCCN)CC(CCCCCCCCCC)O)CCCCCCCCCC